allyl-[2-[(2R,3R,4S,5S)-3,4,5-tris[(3,4-dimethoxyphenyl)methoxy]-6-(4-methoxyphenoxy)tetrahydropyran-2-yl]ethyl]phosphinic acid C(C=C)P(O)(=O)CC[C@H]1OC([C@H]([C@H]([C@@H]1OCC1=CC(=C(C=C1)OC)OC)OCC1=CC(=C(C=C1)OC)OC)OCC1=CC(=C(C=C1)OC)OC)OC1=CC=C(C=C1)OC